C(C)(C)(C)OC(=O)N([C@@H](CCCCN)C(=O)O)C(=O)OCC1=CC=CC=C1 N-(t-butoxycarbonyl)-N-benzyloxycarbonyl-lysine